(2R,4R)-4-[(ethanesulfonyl)amino]-3,3-difluoro-2-(2-hydroxyethyl)-N-[4-(2,4,6-trifluorophenyl)-1,2-benzoxazol-3-yl]pyrrolidine-1-carboxamide C(C)S(=O)(=O)N[C@H]1C([C@H](N(C1)C(=O)NC1=NOC2=C1C(=CC=C2)C2=C(C=C(C=C2F)F)F)CCO)(F)F